C(C1=CC=CC=C1)OCC(CCC=1C=C2C(=NC=NN2C1)C1=CC(=C(C=C1)CNC(OC(C)(C)C)=O)F)(F)F tert-butyl N-[[4-[6-(4-benzyloxy-3,3-difluoro-butyl)pyrrolo[2,1-f][1,2,4]triazin-4-yl]-2-fluoro-phenyl]methyl]carbamate